7-Bromo-3-chloro-1-benzothiophene-2-carboxylic acid methyl ester COC(=O)C=1SC2=C(C1Cl)C=CC=C2Br